N-(2-pyridylmethyl)-N'-(1H-imidazol-2-ylmethyl)-N'-(7-methoxy-1,2,3,4-tetrahydro-2-naphthyl)-1,4-xylylenediamine N1=C(C=CC=C1)CNCC1=CC=C(C=C1)CN(C1CC2=CC(=CC=C2CC1)OC)CC=1NC=CN1